2'-(2-(1H-pyrazol-1-yl)pyrimidin-4-yl)-3-chloro-4-((3,5-difluoropyridin-2-yl)methoxy)-5',6-dimethyl-2H-[1,4'-bipyridin]-2-one N1(N=CC=C1)C1=NC=CC(=N1)C1=NC=C(C(=C1)N1C(C(=C(C=C1C)OCC1=NC=C(C=C1F)F)Cl)=O)C